C12COCC(CC1)N2C=2C1=C(N=CN2)NC(=C1)C1=CC=C(C=C1)NC(C)C1=NC=CC(=C1)CN1C[C@@H](CCC1)NC(C=C)=O N-((3R)-1-((2-(1-((4-(4-(3-oxa-8-azabicyclo[3.2.1]octan-8-yl)-7H-pyrrolo[2,3-d]pyrimidin-6-yl)phenyl)amino)ethyl)pyridin-4-yl)methyl)piperidin-3-yl)acrylamide